1-(2-bromo-4-nitrophenyl)-3,4-dihydro-2H-1,6-naphthyridine BrC1=C(C=CC(=C1)[N+](=O)[O-])N1CCCC2=CN=CC=C12